BrC=1C=CC=2N(C1)C1=C(N2)C=CC=C1C=O 2-Bromobenzo[4,5]imidazo[1,2-a]pyridine-9-carbaldehyde